N-(pyridin-2-ylmethyl)-1-[4-(5-{2-[3-(trifluoromethoxy)phenyl]acetamido}-1,3,4-thiadiazol-2-yl)butyl]-1H-1,2,3-triazole-4-carboxamide N1=C(C=CC=C1)CNC(=O)C=1N=NN(C1)CCCCC=1SC(=NN1)NC(CC1=CC(=CC=C1)OC(F)(F)F)=O